4-((3-(6,6-dimethyl-2-oxo-1,3-oxazepan-3-yl)propyl)amino)-2-((3-methyl-1-(1-methylpyrrolidin-3-yl)-1H-pyrazol-4-yl)amino)pyrimidine-5-carbonitrile CC1(CCN(C(OC1)=O)CCCNC1=NC(=NC=C1C#N)NC=1C(=NN(C1)C1CN(CC1)C)C)C